3-Methylene-4-azabicyclo[2.2.2]octan-2-one C=C1C(C2CCN1CC2)=O